C1(CCCCC1)C(C(=O)O)(C(=O)O)C1CCCCC1.C(CC(=O)OC)(=O)OCC=C allyl methyl malonate dicyclohexyl-malonate